methyl 3-fluoro-5-(1-hydroxycyclopentyl)benzoate FC=1C=C(C(=O)OC)C=C(C1)C1(CCCC1)O